2-[1-(2,2-difluoroethyl)-1H-pyrazolo[3,4-b]pyrazin-6-yl]-7-[6-(trifluoromethyl)pyridin-2-yl]-2,7-diazaspiro[3.5]nonane FC(CN1N=CC=2C1=NC(=CN2)N2CC1(C2)CCN(CC1)C1=NC(=CC=C1)C(F)(F)F)F